C(CCCCC(=O)OCC=CC1=CC=CC=C1)(=O)OCC=CC1=CC=CC=C1 dicinnamyl adipate